(S)-2-((2-(2-acryloyl-2,6-diazaspiro[3.4]octan-6-yl)-5,6,7,8-tetrahydroquinazolin-4-yl)amino)-N,4-dimethylpentanamide C(C=C)(=O)N1CC2(C1)CN(CC2)C2=NC=1CCCCC1C(=N2)N[C@H](C(=O)NC)CC(C)C